[N+](=O)([O-])C1=CC=C(C=C1)NC(\C(=C\C1=CC=CC=C1)\C1=CC=C(C=C1)C)=O (E)-N-(4-nitrophenyl)-3-phenyl-2-(p-tolyl)acrylamide